NC1=NN2C(C=C(C=C2)C=2C(=C(C(=O)NCC(C(O)C3CCC(CC3)(F)F)(F)F)C(=CC2)Cl)F)=N1 3-(2-amino-[1,2,4]triazolo[1,5-a]pyridin-7-yl)-6-chloro-N-(3-(4,4-difluorocyclohexyl)-2,2-difluoro-3-hydroxypropyl)-2-fluorobenzamide